tert-butyl (1S,2S,5R)-8-benzyl-2-(2-oxoethyl)-3,8-diazabicyclo[3.2.1]octane-3-carboxylate C(C1=CC=CC=C1)N1[C@@H]2[C@@H](N(C[C@H]1CC2)C(=O)OC(C)(C)C)CC=O